S1N=CC(=C1)C=1C(=NC(=NC1C(F)(F)F)N1[C@H](CC1)C)N1C[C@@H]2C([C@@H]2C1)CC(=O)O 2-((1R,5S,6R)-3-(5-(isothiazol-4-yl)-2-((S)-2-methylazetidin-1-yl)-6-(trifluoromethyl)pyrimidin-4-yl)-3-azabicyclo[3.1.0]hexane-6-yl)acetic acid